2-{[(tert-butyldimethylsilyl)oxy] methyl}-4-carboxypyridin-1-ium-1-olate [Si](C)(C)(C(C)(C)C)OCC1=[N+](C=CC(=C1)C(=O)O)[O-]